C(C)N1N=C2N=C(C=NC2=C1)N[C@@H](C)C=1C=C(C=CC1)NC(=O)C1=CN=C(S1)OC (S)-N-(3-(1-((2-ethyl-2H-pyrazolo[3,4-b]pyrazin-6-yl)amino)ethyl)phenyl)-2-methoxythiazole-5-carboxamide